CC(=O)N[C@@H]1[C@H]([C@@H]([C@H](OC1O)CO[C@H]2[C@@H]([C@H]([C@H]([C@H](O2)CO[C@H]3[C@@H]([C@H]([C@H]([C@H](O3)CO)O)O)O)O)O)O)O)O The molecule is an amino trisaccharide consisting of two beta-D-galactopyranose residues and a 2-acetamido-2-deoxy-D-glucopyranose residue joined in sequence by (1->6) glycosidic bonds. It is an amino trisaccharide and a member of acetamides. It derives from a beta-D-Galp-(1->6)-D-GlcNAcp and a beta-(1->6)-galactobiose.